FC1=CC=C(C=C1)C1=NC2=C(C=C(C=C2C(N1C)=O)C)[C@@H](C)NC1=C(C(=O)OC)C=CC=C1 methyl (R)-2-((1-(2-(4-fluorophenyl)-3,6-dimethyl-4-oxo-3,4-dihydroquinazolin-8-yl)ethyl)amino)benzoate